CS(=O)(=O)OCC1CCC(CC1)OCC1=CC=CC=C1 ((1r,4r)-4-(benzyloxy)cyclohexyl)methyl methanesulfonate